1,1-diphenyl-ethane C1(=CC=CC=C1)C(C)C1=CC=CC=C1